3-(4-(5-(difluoromethyl)-1,3,4-oxadiazol-2-yl)-2-fluorobenzyl)-5-fluoro-1-methyl-1,3-dihydro-2H-benzo[d]imidazol-2-one FC(C1=NN=C(O1)C1=CC(=C(CN2C(N(C3=C2C=C(C=C3)F)C)=O)C=C1)F)F